CN(C1CCCCC1)C Dimethylcyclohexylamin